(4-(2-(3-aminoisoxazol-4-yl)-5-(5-fluoropyridin-2-yl)-3H-imidazo[4,5-b]pyridin-3-yl)phenyl)methanol NC1=NOC=C1C1=NC=2C(=NC(=CC2)C2=NC=C(C=C2)F)N1C1=CC=C(C=C1)CO